FC1=CC2=C(SC=C2N)C=C1 5-fluorobenzo[b]thiophen-3-amine